1-(((5s,7s)-3-(6-(2-cyanopropan-2-yl)pyridin-3-yl)-7-methyl-2-oxo-1-oxa-3-azaspiro[4.5]decan-7-yl)methyl)-1H-benzo[d]imidazole-6-carbonitrile C(#N)C(C)(C)C1=CC=C(C=N1)N1C(O[C@]2(C1)C[C@@](CCC2)(C)CN2C=NC1=C2C=C(C=C1)C#N)=O